C(C)(C)(C)OC(=O)NCCOCCOCC(=O)O 2-[2-(tert-butoxycarbonylamino)ethoxy]ethoxyacetic acid